2,2-dimethyl-4-(trideuteriomethyl)pyrrolidine CC1(NCC(C1)C([2H])([2H])[2H])C